(E)-5-(4-butoxyphenyl)-N'-(3,5-dimethoxybenzylidene)nicotinohydrazide C(CCC)OC1=CC=C(C=C1)C=1C=NC=C(C(=O)N/N=C/C2=CC(=CC(=C2)OC)OC)C1